[N+](=O)([O-])C=1C=C(C=CC1NCC1CCOCC1)S(=O)(=O)NC(=O)C1=NC=CC=C1 N-((3-nitro-4-(((tetrahydro-2H-pyran-4-yl)methyl)amino)phenyl)sulfonyl)pyridine-2-carboxamide